FC(C=1C=CC(=C(C1)NC(=O)N1CC(CC1)(C1=NC=NS1)C1=CC(=C(C=C1)C)F)C(NCCOCCOCCOC)=O)F N-(5-(difluoromethyl)-2-((2-(2-(2-methoxyethoxy)ethoxy)ethyl)carbamoyl)phenyl)-3-(3-fluoro-4-methylphenyl)-3-(1,2,4-thiadiazol-5-yl)pyrrolidine-1-carboxamide